N-[[5-tert-butyl-2-[2-(hydroxymethyl)phenyl]sulfanyl-phenyl]methyl]-2-methyl-propane-2-sulfinamide C(C)(C)(C)C=1C=CC(=C(C1)CNS(=O)C(C)(C)C)SC1=C(C=CC=C1)CO